2-hydroxyladenine OC1=NC(=C2NC=NC2=N1)N